ClC1=NC=CC(=C1N)NCC1=CC=C(C=C1)OC 2-Chloro-N4-(4-methoxybenzyl)pyridine-3,4-diamine